FC(C1(CCOCC1)NC(=O)C1=NC=CC=C1)(F)F N-[4-(trifluoromethyl)tetrahydropyran-4-yl]pyridine-2-carboxamide